3-[[4-[(2R)-3-(1-bicyclo[1.1.1]pentanyl)-2-[(6-cyclobutylfuro[2,3-b]pyrazin-2-yl)methylamino]propoxy]-6-(2,6-dimethylphenyl)pyrimidin-2-yl]sulfamoyl]benzoic acid C12(CC(C1)C2)C[C@H](COC2=NC(=NC(=C2)C2=C(C=CC=C2C)C)NS(=O)(=O)C=2C=C(C(=O)O)C=CC2)NCC=2N=C1C(=NC2)OC(=C1)C1CCC1